FC1=CC=C(C=N1)C=1C(=NC(=NC1)C)N1CCC(CC1)C=1N(C(=NN1)N)C 5-(1-(5-(6-fluoropyridin-3-yl)-2-methylpyrimidin-4-yl)piperidin-4-yl)-4-methyl-4H-1,2,4-triazol-3-amine